C1(=CC=CC2=CC=C(C=C12)O)O 1,7-naphthalenediol